BrC(C)C1=CSC2=C1N=C(N=C2N2[C@@H](COCC2)C)Cl (3R)-4-(7-(1-bromoethyl)-2-chlorothieno[3,2-d]pyrimidin-4-yl)-3-methylmorpholine